ClC=1C(=CC(=C(C1)NC1CCC(CC1)N)C)N1CCC(CC1)C(F)(F)F N1-(5-chloro-2-methyl-4-(4-(trifluoromethyl)piperidin-1-yl)phenyl)cyclohexane-1,4-diamine